C(#N)OC(C1=C(C=CC(=C1)S(N[C@@H]([C@H](C)C1=C(C(=CC=C1F)C)C)C=1OC(NN1)=O)(=O)=O)F)=O cyano-2-fluoro-5-(N-((1S,2R)-2-(6-fluoro-2,3-dimethylphenyl)-1-(5-oxo-4,5-dihydro-1,3,4-oxadiazol-2-yl)propyl)sulfamoyl)benzoate